N1(C=NC=C1)CC1=NC=C(C=N1)/C=C/C(=O)O (E)-3-(2-((1H-Imidazol-1-yl)methyl)pyrimidin-5-yl)acrylic acid